chloro-4-bromobenzaldoxime ClC1=C(C=NO)C=CC(=C1)Br